(S)-N-(3-(1-((2-amino-5-chloropyridin-3-yl)oxy)ethyl)phenyl)-3-methylbenzamide NC1=NC=C(C=C1O[C@@H](C)C=1C=C(C=CC1)NC(C1=CC(=CC=C1)C)=O)Cl